NCCCNC(CCC)NCCCN N,N'-bis(aminopropyl)butanediamine